bis-(4-amino-3,5-dimethylcyclohexyl)methane NC1C(CC(CC1C)CC1CC(C(C(C1)C)N)C)C